IC1=NN(C2=NC(=C(N=C21)C)N2CCC1([C@@H]([C@@H](OC1)C)N)CC2)C2OCCCC2 (3S,4S)-8-(3-iodo-5-methyl-1-(tetrahydro-2H-pyran-2-yl)-1H-pyrazolo[3,4-b]pyrazin-6-yl)-3-methyl-2-oxa-8-azaspiro[4.5]decan-4-amine